(S)-4-(6-(6-ethoxy-2-methyl-2H-indazole-5-carboxamido)pyridazin-3-yl)-6-methyl-3,6-dihydropyridine-1(2H)-carboxylic acid tert-butyl ester C(C)(C)(C)OC(=O)N1CCC(=C[C@@H]1C)C=1N=NC(=CC1)NC(=O)C1=CC2=CN(N=C2C=C1OCC)C